C(C)C=1[C-](C=CC1)C(C)(C)[C-]1C(=CC=C1)CC.[CH-]1C=CC=C1.[Fe+2].[CH-]1C=CC=C1.[Fe+2] 2,2-bis(ethyl-ferrocenyl)propane